O1CCN(CC1)CCN1N=C(C2=CC=CC=C12)N1C(C2=CC=CC=C2C1=O)=O 2-(1-(2-morpholinoethyl)-1H-indazol-3-yl)isoindoline-1,3-dione